1-(benzylsulfanyl)-4-chloro-2-nitrobenzene C(C1=CC=CC=C1)SC1=C(C=C(C=C1)Cl)[N+](=O)[O-]